Cl.ClCCCN(C)C 3-chloro-N,N-dimethylpropane-1-amine hydrochloride